O.O.C(=O)(O)[C@H](O)[C@@H](O)C(=O)O.C1(CCCC1)[C@@H](CC#N)NN (R)-3-cyclopentyl-3-hydrazinopropionitrile L-tartrate dihydrate